5-Bromo-N-phenylthiophene-2-carboxamide BrC1=CC=C(S1)C(=O)NC1=CC=CC=C1